FC1=C(C=CC=C1)NC(CCCC=1N=C(N(C1)C1=CC=CC=C1)C1=C(C(=O)N)C=CC=C1C=1C=NNC1)=O (4-(4-((2-fluorophenyl)amino)-4-oxobutyl)-1-phenyl-1H-imidazol-2-yl)-3-(1H-pyrazol-4-yl)benzamide